P(=O)(OCCOC(C=C)=O)(OCCOC(C=C)=O)OCCOC(C=C)=O tri(2-acryloyloxyethyl) phosphate